C12N(CCCCC2C1)C=1C2=C(N=C(N1)OC([2H])([2H])[C@]13CCCN3C[C@@H](C1)F)C(=C(N=C2)Cl)F 4-(2-Azabicyclo[5.1.0]octan-2-yl)-7-chloro-8-fluoro-2-(((2R,7aS)-2-fluorotetrahydro-1H-pyrrolizin-7a(5H)-yl)methoxy-d2)pyrido[4,3-d]pyrimidine